ClC=1C=NC(=C2C(C=C(N(C12)C1=C(C=CC=C1Cl)Cl)C)=O)OC[C@H](C(C)(C)O)O (R)-8-Chloro-1-(2,6-dichlorophenyl)-5-(2,3-dihydroxy-3-methylbutoxy)-2-methyl-1,6-naphthyridin-4(1H)-one